O=C1OCCCC1CCC(=O)O.C(C)OCC ethyl ether 3-(2-oxooxan-3-yl)propanoate